ClC=1C(=C(NC=2C3=C(N=CN2)C=CC(=N3)N3[C@@H]2CN([C@H](C3)C2)C(=O)OC(C)(C)C)C=CC1OC[C@@]1(OCCC1)C)F tert-butyl (1S,4S)-5-[4-[3-chloro-2-fluoro-4-[[(2R)-2-methyltetrahydrofuran-2-yl]methoxy]anilino]pyrido[3,2-d]pyrimidin-6-yl]-2,5-diazabicyclo[2.2.1]heptane-2-carboxylate